2-((1-(Methyl-d3)-3-(oxetan-3-yloxy)-1H-pyrazol-4-yl)amino)-7-(tetrahydro-2H-pyran-4-yl)-7H-pyrrolo[2,3-d]pyrimidine-6-carbonitrile C(N1N=C(C(=C1)NC=1N=CC2=C(N1)N(C(=C2)C#N)C2CCOCC2)OC2COC2)([2H])([2H])[2H]